C(=O)(OC(C)(C)C)N1CCC(CC1)(C(=O)N)C1=CC(=CC=C1)F 1-Boc-4-(3-fluorophenyl)piperidine-4-formamide